2-{6-[3-(1-Ethylpiperidin-4-yl)-5-fluoro-cinnolin-7-yl]-2-methylimidazo[1,2-b]pyridazin-8-yl}ethan-1-ol C(C)N1CCC(CC1)C=1N=NC2=CC(=CC(=C2C1)F)C=1C=C(C=2N(N1)C=C(N2)C)CCO